NCCC=1N=NN(C1)CCNC(OC(C)(C)C)=O tert-butyl N-[2-[4-(2-aminoethyl)triazol-1-yl]ethyl]carbamate